3,3'-(1,4-phenylene)dipropionic acid C1(=CC=C(C=C1)CCC(=O)O)CCC(=O)O